C(#N)[Cu] cyanocopper (I)